C(C)OC(CC1=C(C=C(C=C1)F)OCC=1C=C(C2=C(C=CO2)C1)B1OC(C(O1)(C)C)(C)C)=O 2-(4-fluoro-2-((7-(4,4,5,5-tetramethyl-1,3,2-dioxaborolan-2-yl)benzoFuran-5-yl)methoxy)phenyl)acetic acid ethyl ester